BrC1=CC(=C(CNC2=NN(C=C2)C)C(=C1)C)C N-(4-bromo-2,6-dimethylbenzyl)-1-methyl-1H-pyrazol-3-amine